(2S)-3-({[1-(carboxy-methyl)-1,3-diazinan-2-ylidene]amino}-sulfanyl)-2-acetamido-propanoic acid C(=O)(O)CN1C(NCCC1)=NSC[C@H](C(=O)O)NC(C)=O